5-chloro-1-(3-fluoro-4-methylbenzyl)-4-(methoxymethyl)-1,3-dihydro-2H-benzo[b]azepin-2-one ClC=1C2=C(N(C(CC1COC)=O)CC1=CC(=C(C=C1)C)F)C=CC=C2